FC=1C=NN(C1)[C@@H]1[C@H](CC1)C=1NC(C2=C(N1)N(N=C2C#N)[C@H](C)C=2C=NC(=CC2)C(F)(F)F)=O 6-((1S,2S)-2-(4-fluoro-1H-pyrazol-1-yl)cyclobutyl)-4-oxo-1-((R)-1-(6-(trifluoromethyl)pyridin-3-yl)ethyl)-4,5-dihydro-1H-pyrazolo[3,4-d]pyrimidine-3-carbonitrile